ClC=1C=C(C(=NC1)CN1N=C2N([C@H]([C@@H](CC2)C(F)(F)F)C(=O)N2CC(CC2)(F)F)C1=O)F |r| (5RS,6RS)-2-[(5-Chloro-3-fluoropyridin-2-yl)methyl]-5-[(3,3-difluoropyrrolidin-1-yl)carbonyl]-6-(trifluoromethyl)-5,6,7,8-tetrahydro[1,2,4]triazolo[4,3-a]pyridin-3(2H)-one